(R)-6-bromo-N-(1-(3-(difluoromethyl)-2-fluorophenyl)ethyl)-7-fluoro-2-methyl-quinazolin-4-amine BrC=1C=C2C(=NC(=NC2=CC1F)C)N[C@H](C)C1=C(C(=CC=C1)C(F)F)F